2-methyl-6-[1H-pyrrolo[2,3-b]pyridin-3-yl]pyridin-3-amine CC1=NC(=CC=C1N)C1=CNC2=NC=CC=C21